C12CN(CC(CC1)N2)C2=NC(=NC1=C(C(=C(C=C21)Cl)C2=C(N)C(=CC=C2)C2CC2)F)OCC21CCCN1CCC2 2-(4-(3,8-diazabicyclo-[3.2.1]octan-3-yl)-6-chloro-8-fluoro-2-((tetrahydro-1H-pyrrolizin-7a(5H)-yl)meth-oxy)quinazolin-7-yl)-6-cyclopropylaniline